(2R,3R)-2-(but-3-en-1-yl)-3-((R)-2-((tert-butoxycarbonyl)amino)propoxy)hept-6-enoic acid C(CC=C)[C@@H](C(=O)O)[C@@H](CCC=C)OC[C@@H](C)NC(=O)OC(C)(C)C